CC(C)(C)C1=CC=C(C=C1)C1=NN=C(O1)C1=CC(=CC(=C1)C=1OC(=NN1)C1=CC=C(C=C1)C(C)(C)C)C=1OC(=NN1)C1=CC=C(C=C1)C(C)(C)C 1,3,5-tris[5-(4-(1,1-dimethylethyl)phenyl)-1,3,4-oxadiazol-2-yl]benzene